BrC=1C=C2N(N=CC(=C2N[C@H]2C[C@H](CC2)NC(OC(C)(C)C)=O)C(N)=NC2=C(C=C(C(=C2)F)O[Si](C)(C)C(C)(C)C)Cl)C1 tert-butyl N-[(cis)-3-[[6-bromo-3-[N'-[4-[tert-butyl(dimethyl)silyl]oxy-2-chloro-5-fluoro-phenyl]carbamimidoyl]pyrrolo[1,2-b]pyridazin-4-yl]amino]cyclopentyl]carbamate